CC=1C=CC=2N(C3=CC=C(C=C3C2C1)C)C=1C(=NC(=CC1C1=C(C=CC=C1)C=1C=NC=CC1)C=1C=C(C=CC1)N1C2=CC=CC=C2C=2C=C(C=CC12)C#N)C=1C=C(C=CC1)N1C2=CC=CC=C2C=2C=C(C=CC12)C#N 9,9'-((3-(3,6-dimethyl-9H-carbazol-9-yl)-4-(2-(pyridin-3-yl)phenyl)pyridine-2,6-diyl)bis(3,1-phenylene))bis(9H-carbazole-3-carbonitrile)